CN(C1CC1)C N,N-dimethylcyclopropan-1-amine